4-(2-Oxo-1,4-dihydro-2H-quinazolin-3-yl)-piperidine-1-carboxylic acid [1-(7-methyl-1H-indazol-5-ylmethyl)-2-oxo-2-(4-pyridin-2-yl-piperazin-1-yl)-ethyl]-amide CC=1C=C(C=C2C=NNC12)CC(C(N1CCN(CC1)C1=NC=CC=C1)=O)NC(=O)N1CCC(CC1)N1C(NC2=CC=CC=C2C1)=O